C1=CC=CC=2C3=CC=CC=C3C(C12)COC(=O)N[C@H](C(=O)O)C(C(=O)OC(C)(C)C)(C)C (S)-2-((((9H-fluoren-9-yl)methoxy)carbonyl)amino)-4-(tert-butoxy)-3,3-dimethyl-4-oxobutanoic acid